tert-butyl N-[2-({4-[2,6-difluoro-4-(4-methoxypyridin-3-ylamino) phenoxy]-6-methoxyquinolin-7-yl} oxy) ethyl]-N-methylcarbamate FC1=C(OC2=CC=NC3=CC(=C(C=C23)OC)OCCN(C(OC(C)(C)C)=O)C)C(=CC(=C1)NC=1C=NC=CC1OC)F